COC1=C(C(=CC=C1)OC)S(=O)(=O)NC1=NOC2=C1C(=CC(=C2)CN2N=CC=C2)OC 2,6-dimethoxy-N-{4-methoxy-6-[(1H-pyrazol-1-yl)methyl]-1,2-benzoxazol-3-yl}benzene-1-sulfonamide